OC=1C(=CC(=C2C=CC=NC12)[N+](=O)[O-])C(NC(CCCC)=O)C1=NC=CC=C1 N-[(8-hydroxy-5-nitroquinolin-7-yl)(pyridin-2-yl)methyl]pentanamide